C1=CC=C(C(=C1)N(CC(=O)[O-])CC(=O)[O-])OCCOC2=C(C=CC(=C2)NC(=O)C3=CC4=C(C=C3)C5(C6=CC(=C(C=C6OC7=CC(=C(C=C75)Cl)[O-])[O-])Cl)OC4=O)N(CC(=O)[O-])CC(=O)[O-].[K+].[K+].[K+].[K+].[K+].[K+] The molecule is a xanthene dye-based amide comjugate. It has a role as a fluorochrome. It is a xanthene dye and an organic potassium salt. It contains a calcium green 1(6-). It derives from a fluorescein.